5-ethylthieno[3,2-b]pyridine-3-carboxylate C(C)C1=CC=C2C(=N1)C(=CS2)C(=O)[O-]